FC1=C(C=C(C(=C1)C1=NC2=CC=C(N=C2C=C1)C(F)(F)F)C)N1C(C2=C(CC1)C=NN2C)=O 6-(2-Fluoro-5-methyl-4-(6-(trifluoromethyl)-1,5-naphthyridin-2-yl)phenyl)-1-methyl-1,4,5,6-tetrahydro-7H-pyrazolo[3,4-c]pyridin-7-on